NCCCC(=O)N1CCNCC1 4-(4-aminobutyryl)piperazine